S(=O)(=O)(C1=CC=C(C)C=C1)N1C=CC=2C1=NC=C1C2N(C=N1)[C@H]1C[C@H](C1)CS(=O)(=O)N1CC(C1)C#N 1-(((Cis-3-(6-tosylimidazo[4,5-d]pyrrolo[2,3-b]pyridin-1(6H)-yl)cyclobutyl)methyl)sulfonyl)azetidine-3-carbonitrile